5-(4-(difluoromethyl)-6-(((S)-1,1,1-trifluorobutan-2-yl)amino)pyridin-3-yl)-N-(2-hydroxy-2-methylpropyl)-4-((S)-2-methylpiperidine-1-carbonyl)thiazole-2-carboxamide FC(C1=C(C=NC(=C1)N[C@H](C(F)(F)F)CC)C1=C(N=C(S1)C(=O)NCC(C)(C)O)C(=O)N1[C@H](CCCC1)C)F